[O-]CCCC.[Hf+4].[O-]CCCC.[Hf+4] hafnium butoxide hafnium (IV) n-butoxide